C(#N)C=1C(=NC=CC1)C1=C(C=C2C(=CN(C2=C1)CC(C)(C)C)[C@@H](C)NS(=O)(=O)C1CC1)F |o1:22| (R or S)-N-(1-(6-(3-cyanopyridin-2-yl)-5-fluoro-1-neopentyl-1H-indol-3-yl)ethyl)cyclopropanesulfonamide